(5Z)-5-[[1-(p-tolyl)pyrazol-4-yl]methylene]-2-thioxo-thiazolidin-4-one C1(=CC=C(C=C1)N1N=CC(=C1)\C=C/1\C(NC(S1)=S)=O)C